C(C)N1N=C(C(=C1)C=1C=C(C=C2C([C@H](COC12)CC1CCC(CC1)NC(OC(C)(C)C)=O)=O)CN1C(N(C=C1)C)=N)C(F)(F)F tert-butyl (S)-(4-((8-(1-ethyl-3-(trifluoromethyl)-1H-pyrazol-4-yl)-6-((2-imino-3-methyl-2,3-dihydro-1H-imidazol-1-yl)methyl)-4-oxochroman-3-yl)methyl)cyclohexyl)carbamate